CN1C(C2=C(CC1)C(=CN2)C2=NC(=NC=C2C(F)(F)F)NC2CNCCC2)=O 6-methyl-3-{2-[(piperidin-3-yl)amino]-5-(trifluoromethyl)pyrimidin-4-yl}-1H,4H,5H,6H,7H-pyrrolo[2,3-c]pyridin-7-one